[Br-].C(C)N1C(CCC1)C L-1-ethyl-2-methyl-pyrrolidine bromide